2-(2-cyanopyrrolidin-1-yl)-2-oxoethyl-ammonia C(#N)C1N(CCC1)C(CN)=O